(+-)-5-Ethyl-2-nonanol C(C)C(CCC(C)O)CCCC